CC1=NN(C=C1[N+](=O)[O-])C(=O)N 3-methyl-4-nitro-1H-pyrazole-1-carboxamide